FC=1C=C(C(=O)NC=2C=C3C(=CN(C3=CC2)CC#C)C#N)C=CN1 2-fluoro-N-(3-cyano-1-propargyl-1H-indol-5-yl)isonicotinamide